2-(4-chloro-1-isopropyl-1H-pyrazol-5-yl)-5,5-dimethyl-6,7-dihydropyrazolo[1,5-a]pyridin-4(5H)-one ClC=1C=NN(C1C1=NN2C(C(C(CC2)(C)C)=O)=C1)C(C)C